3-[4-[1-[2-(4-hydroxy-4-piperidyl)acetyl]-4-piperidyl]anilino]piperidine-2,6-dione OC1(CCNCC1)CC(=O)N1CCC(CC1)C1=CC=C(NC2C(NC(CC2)=O)=O)C=C1